4-Amino-[2,3'-bithiophene] NC=1C=C(SC1)C1=CSC=C1